O(C)N1C(C2=CC=CC=C2C1=O)=O methoxylisoindoline-1,3-dione